2-(2,5-dihydrofur-3-yl)-4,4,5,5-tetramethyl-1,3,2-dioxaborolane O1CC(=CC1)B1OC(C(O1)(C)C)(C)C